(R)-(1-(4-fluorophenyl)-6-(phenylsulfonyl)-4,4a,5,6,7,8-hexahydro-1H-pyrazolo[3,4-g]isoquinolin-4a-yl)(pyridin-2-yl)methanone FC1=CC=C(C=C1)N1N=CC2=C1C=C1CCN(C[C@]1(C2)C(=O)C2=NC=CC=C2)S(=O)(=O)C2=CC=CC=C2